C(CC=C)NC=1C=2N(C=C(N1)NC(C1=C(C=C(C=C1)Cl)F)=O)C=CN2 N-(8-(but-3-en-1-ylamino)imidazo[1,2-a]pyrazin-6-yl)-4-chloro-2-fluorobenzamide